4-{[6-(2-fluorophenoxy)-8-methyl-7-oxo-7,8-dihydropyrido[2,3-d]pyrimidin-2-yl]amino}piperidine-1-carboxylic acid ethyl ester C(C)OC(=O)N1CCC(CC1)NC=1N=CC2=C(N1)N(C(C(=C2)OC2=C(C=CC=C2)F)=O)C